ClC1=CC=C(C=C1)N1C(=C(C=C1C)C(CNC1CC1)=O)C 1-(1-(4-Chlorophenyl)-2,5-dimethyl-1H-pyrrol-3-yl)-2-(cyclopropylamino)ethanone